C(C)O[Si](CCCCSSCCCC[Si](OCC)(OCC)OCC)(OCC)OCC bis(4-triethoxysilylbutyl)disulfide